BrC1=CC2=C(C(NC[C@@H](O2)C)=O)C=C1 (S)-8-bromo-2-methyl-3,4-dihydrobenzo[f][1,4]oxazepin-5(2H)-one